9-anthracenylmethyl N,N-diethylcarbamate C(C)N(C(OCC=1C2=CC=CC=C2C=C2C=CC=CC12)=O)CC